NC=1C=C2C=CN(C(C2=CC1)=O)C1=CC=C(C=C1)C(F)(F)F 6-amino-2-(4-(trifluoromethyl)phenyl)isoquinolin-1(2H)-one